N,N'-bis(naphthalene-2-yl)-N,N'-diphenyl-[1,1'-biphenyl]-4,4'-diamine C1=C(C=CC2=CC=CC=C12)N(C1=CC=C(C=C1)C1=CC=C(C=C1)N(C1=CC=CC=C1)C1=CC2=CC=CC=C2C=C1)C1=CC=CC=C1